N-(2-(5-chloro-1H-pyrrolo[2,3-b]pyridin-3-yl)ethyl)-N-methylcyclopropanamine ClC=1C=C2C(=NC1)NC=C2CCN(C2CC2)C